1,7'-dimethyl-2'-propyl-1H,3'H-[2,5'-bibenzo[d]imidazol] CN1C(=NC2=C1C=CC=C2)C2=CC1=C(N=C(N1)CCC)C(=C2)C